N-(2-acetamidoethyl)-6-ethylquinoline-8-carboxamide C(C)(=O)NCCNC(=O)C=1C=C(C=C2C=CC=NC12)CC